4-[cyclopropyl-[4-(5,6,7,8-tetrahydro-1,8-naphthyridin-2-yl)butyl]amino]-2-[[1-(3-pyridylmethyl)pyrrolidine-2-carbonyl]amino]butanoic acid C1(CC1)N(CCC(C(=O)O)NC(=O)C1N(CCC1)CC=1C=NC=CC1)CCCCC1=NC=2NCCCC2C=C1